OC1=C2C=C(C(=CC2=CC2=C1C(OC2)=O)OC)OC 9-hydroxy-6,7-dimethoxynaphtho[2,3-c]furan-1(3H)-one